FC([C@@]1([C@@H](C1)N1C(C(=CC=C1)NC(OC(C)(C)C)=O)=O)C)F cis-tert-butyl (1-(2-(difluoromethyl)-2-methylcyclopropyl)-2-oxo-1,2-dihydropyridin-3-yl)carbamate